(1R,3S)- and (1S,3R)-1-([1,1'-biphenyl]-3-ylmethyl)-3-azidocyclopentane-1-carboxylate C1(=CC(=CC=C1)C[C@]1(C[C@H](CC1)N=[N+]=[N-])C(=O)[O-])C1=CC=CC=C1 |r|